OCC 1-Hydroxy-ethan